2-(4-amino-2-fluorophenyl)propionic acid methyl ester COC(C(C)C1=C(C=C(C=C1)N)F)=O